2-bromo-10-ethyl-9,9-dimethyl-9,10-dihydroacridine BrC1=CC=2C(C3=CC=CC=C3N(C2C=C1)CC)(C)C